C(C)OC(=O)C1CCN(CC1)C1=NC(=C(N=C1Cl)I)CCC(C)(F)F (3-chloro-6-(3,3-difluorobutyl)-5-iodopyrazin-2-yl)piperidine-4-carboxylic acid ethyl ester